2-(phenylmethylamino)-N-cyclopentyl-3,3-difluoro-N,4-dimethylvaleramide C1(=CC=CC=C1)CNC(C(=O)N(C)C1CCCC1)C(C(C)C)(F)F